[Cl-].[Cl-].C[SiH](C)[Ti+2](C1C(=CC2=C(C=CC=C12)C1=CC=CC=C1)C)C1C(=CC2=C(C=CC=C12)C1=CC=CC=C1)C dimethylsilylbis(2-methyl-4-phenyl-1-indenyl)titanium dichloride